C(C=C)(=O)OOP(O)(O)=O acryloyloxyphosphoric acid